stearic acid Diethylaminoethylamide C(C)N(CC)CCNC(CCCCCCCCCCCCCCCCC)=O